ClC1=C(C=CC=C1)[C@@H]1CN(C[C@@H]1C(=O)N1CCC(CC1)(C(N[C@H](C)\C=C/S(=O)(=O)C)=O)F)C(=O)OC(C)(C)C |&1:7,11| tert-butyl cis-(3RS,4RS)-3-(2-chlorophenyl)-4-(4-fluoro-4-(((R,Z)-4-(methylsulfonyl)but-3-en-2-yl)carbamoyl)piperidine-1-carbonyl)pyrrolidine-1-carboxylate